6-(2,5-dioxo-2,5-dihydro-1H-pyrrol-1-yl)-N-methyl-N-(3-(methylamino)-3-oxopropyl)hexanamide O=C1N(C(C=C1)=O)CCCCCC(=O)N(CCC(=O)NC)C